(4-fluorophenyl)-5-(methylsulfinyl)-N-(p-tolyl)-1H-pyrazole-3-carboxamide FC1=CC=C(C=C1)N1N=C(C=C1S(=O)C)C(=O)NC1=CC=C(C=C1)C